(4-bromo-5-chloro-6-fluoro-2-phenyl-2,3-dihydrobenzofuran-2-yl)methylamine BrC1=C(C(=CC2=C1CC(O2)(C2=CC=CC=C2)CN)F)Cl